C(C)(C)(C)OC(NCCCC#C)=O 1-but-3-yn-1-yl-(methyl)carbamic acid tert-butyl ester